bis(4-(ethyl-n-propylamino)phenyl)methanone C(C)N(C1=CC=C(C=C1)C(=O)C1=CC=C(C=C1)N(CC)CCC)CCC